C12(C=CC(CC1)C2)P(=O)(C21C=CC(CC2)C1)Cl bis(norbornenyl)phosphinoyl chloride